7-(acrylamido)-4-methylcoumarin C(C=C)(=O)NC1=CC=C2C(=CC(OC2=C1)=O)C